[4-(4-Carboxymethoxy-butylsulfanyl)-butoxy]-acetic acid C(=O)(O)COCCCCSCCCCOCC(=O)O